FC(C1=NNC(=C1)C1=NC(=NC(=C1)N1C[C@@H](CC1)NC)N)F (R)-4-(3-(difluoromethyl)-1H-pyrazol-5-yl)-6-(3-(methylamino)pyrrolidin-1-yl)pyrimidin-2-amine